N-[5-(1H-benzimidazol-2-yl)-1-(2-methoxyethyl)pyrazol-3-yl]-6-[4-(2-methoxyethyl)piperazin-1-yl]pyridine-3-carboxamide N1C(=NC2=C1C=CC=C2)C2=CC(=NN2CCOC)NC(=O)C=2C=NC(=CC2)N2CCN(CC2)CCOC